NCCCO 1-aminopropane-3-ol